C(C)OC(CC(C1=NC=CC=C1)S(=O)C(C)(C)C)=O 3-(1,1-dimethylethylsulfinyl)-3-(pyridin-2-yl)propionic acid ethyl ester